3-(naphthalen-2-yl)-9,9-diphenyl-9H-fluoren-2-amine C1=C(C=CC2=CC=CC=C12)C=1C(=CC=2C(C3=CC=CC=C3C2C1)(C1=CC=CC=C1)C1=CC=CC=C1)N